ClC=1C=CC2=C(N=CS2)C1 5-chloro-1,3-benzothiazole